5-bromo-2,3-dihydrospiro[indene-1,3'-pyrrolidin]-5'-one BrC=1C=C2CCC3(CNC(C3)=O)C2=CC1